tert-amylperoxy n-propyl monocarbonate C(OOOC(C)(C)CC)(OCCC)=O